C1(CCC(CC1)C(=O)OC)C(=O)OC cyclohexane-1,4-dicarboxylic acid, dimethyl ester